(S)-4-chloro-2-((3-(2-(4-chlorophenyl)-2-hydroxyethyl)-1,2,4-oxadiazol-5-yl)methyl)-5-(methylamino)pyridazin sodium phosphate P(=O)([O-])([O-])[O-].[Na+].ClC1=CN(NC=C1NC)CC1=NC(=NO1)C[C@H](O)C1=CC=C(C=C1)Cl.[Na+].[Na+]